(+/-)-{(5S)-2-[3,5-difluoro-4-({3-(2-methyloxan-3-yl)-1H-pyrrolo[2,3-b]pyridin-4-yl}oxy)anilino]-5-fluoro-5,6-dihydro-4H-1,3-oxazin-5-yl}methanol FC=1C=C(NC=2OC[C@@](CN2)(F)CO)C=C(C1OC1=C2C(=NC=C1)NC=C2C2C(OCCC2)C)F